tert-butyl 4-methyl-4-(1-methyl-7-methylsulfonyl-2-oxo-4H-pyrimido[4,5-d]pyrimidin-3-yl)-2,3-dihydroquinoline-1-carboxylate CC1(CCN(C2=CC=CC=C12)C(=O)OC(C)(C)C)N1C(N(C2=NC(=NC=C2C1)S(=O)(=O)C)C)=O